2-[3-cyclobutyl-5-(4-fluorophenyl)imidazol-4-yl]-N-[5-[1-(trideuteriomethyl)azetidin-3-yl]-2-pyridyl]-1H-imidazole-4-carboxamide C1(CCC1)N1C=NC(=C1C=1NC=C(N1)C(=O)NC1=NC=C(C=C1)C1CN(C1)C([2H])([2H])[2H])C1=CC=C(C=C1)F